tert-butyl N-[(1R)-3-hydroxy-1-methyl-propyl]carbamate OCC[C@@H](C)NC(OC(C)(C)C)=O